S-acetylmercaptoethylene glycol C(C)(=O)SC(CO)O